C22-Docosanoic Acid CCCCCCCCCCCCCCCCCCCCCC(=O)O